N-[6-(3-chloro-4-fluorophenyl)-2H,3H,4H-pyrido[3,2-b][1,4]oxazin-8-yl]pyridin-4-amine ClC=1C=C(C=CC1F)C=1C=C(C=2OCCNC2N1)NC1=CC=NC=C1